O=C1N(CCC(N1)=O)N1C(C2=CC=C(C=C2C1=O)CN1CCC(=CC1)C=1SC(=CC1)C)=O 2-(2,4-dioxotetrahydropyrimidin-1(2H)-yl)-5-((4-(5-methylthiophen-2-yl)-3,6-dihydropyridine-1(2H)-yl)methyl)isoindoline-1,3-dione